butyl pentenoate C(C=CCC)(=O)OCCCC